N4-benzoyl-2'-deoxycytidine-5'-triphosphate P(O)(=O)(OP(=O)(O)OP(=O)(O)O)OC[C@@H]1[C@H](C[C@@H](O1)N1C(=O)N=C(NC(C2=CC=CC=C2)=O)C=C1)O